C(C)(C)(C)OC(=O)N1CC(C(CC1)=O)C=1C=NC(=CC1)N1N=CC=C1.NC(O[SiH](OC)OC)N bis-aminotrimethoxysilane tert-butyl-3-(6-(1H-pyrazol-1-yl)pyridin-3-yl)-4-oxopiperidine-1-carboxylate